3-((9H-fluoren-9-yl)amino)-3-cyclopropyl-N,N-diethyl-2,2-difluoropropionamide C1=CC=CC=2C3=CC=CC=C3C(C12)NC(C(C(=O)N(CC)CC)(F)F)C1CC1